FC(C=1C=CC(=NC1C1=NN(C(=N1)CC(F)(F)F)C)N1C=NC2=C1C=C(C(=C2)NC=2N=NC(=CC2)C)OC)F 1-[5-(difluoromethyl)-6-[1-methyl-5-(2,2,2-trifluoroethyl)-1,2,4-triazol-3-yl]-2-pyridyl]-6-methoxy-N-(6-methylpyridazin-3-yl)benzimidazol-5-amine